BrC1=CC=C(C=C1)NC=1C(=CC=C(C1)C=1C=NN(C1C1=NC(=CC=C1)C)C1OCCCC1)N N1-(4-bromophenyl)-5-(5-(6-methylpyridin-2-yl)-1-(tetrahydro-2H-pyran-2-yl)-1H-pyrazol-4-yl)benzene-1,2-diamine